tert-Butyl 6-(4-(3-amino-6-chloropyridazin-4-yl)piperazin-1-yl)picolinate NC=1N=NC(=CC1N1CCN(CC1)C1=CC=CC(=N1)C(=O)OC(C)(C)C)Cl